ClC=1C=C2C(C=CN(C2=CC1N1CC2=NC=CC=C2C1)C1=CC(=C(C=C1)O)F)=O 6-chloro-1-(3-fluoro-4-hydroxyphenyl)-4-oxo-7-{5H,6H,7H-pyrrolo[3,4-b]pyridin-6-yl}-1,4-dihydroquinoline